(6R,7R)-7-[[(2-amino-4-thiazolyl)-[(1-carboxy-1-methylethoxy)imino]acetyl]amino]-2-carboxy-8-oxo-5-thia-1-azabicyclo[4.2.0]oct-2-en NC=1SC=C(N1)C(C(=O)N[C@H]1[C@H]2SCC=C(N2C1=O)C(=O)O)=NOC(C)(C)C(=O)O